The molecule is a hydroxy seco-steroid that is (5Z,7E)-9,10-secocholesta-5,7,10(19)-triene in which the pro-S hydrogen at position 3 has been replaced by a hydroxy group. It is the inactive form of vitamin D3, being hydroxylated in the liver to calcidiol (25-hydroxyvitamin D3), which is then further hydroxylated in the kidney to give calcitriol (1,25-dihydroxyvitamin D3), the active hormone. It has a role as a human metabolite. It is a seco-cholestane, a hydroxy seco-steroid, a member of D3 vitamins, a secondary alcohol and a steroid hormone. C[C@H](CCCC(C)C)[C@H]1CC[C@@H]\\2[C@@]1(CCC/C2=C\\C=C/3\\C[C@H](CCC3=C)O)C